decylphosphorylcholine C(CCCCCCCCC)P(=O)=C(O)C[N+](C)(C)C